2-bromo-6-(tricyclo[3.3.1.13,7]dec-1-ylthio)benzonitrile BrC1=C(C#N)C(=CC=C1)SC12CC3CC(CC(C1)C3)C2